C(C)(C)(C)[Si](OC(CCO)CO)(C)C 3-[tert-butyl-(dimethyl)silyl]oxybutylene alcohol